C(C)OC(=O)C1=NN([C@]2(C(NCC[C@H]21)=O)N2CCOCC2)C2=CC(=CC=C2)Cl (3AS,7aR)-1-(3-chlorophenyl)-7a-morpholin-4-yl-7-oxo-3a,4,5,6-tetrahydropyrazolo[3,4-c]pyridine-3-carboxylic acid ethyl ester